CC(CCCCCCCCCCCCCC)OCCO 2-[(1-methylpentadecyl)oxy]ethanol